C(C)N(C(O[C@H]1C[C@H](CC1)C1=CC(=NN1)NC(CC1=CC(=CC(=C1)F)F)=O)=O)C (1R,3S)-3-(3-{[(3,5-difluorophenyl)acetyl]amino}-1H-pyrazol-5-yl)cyclopentyl ethyl(methyl)carbamate